octylamino-2,6-di-chloro-1,3,5-triazine C(CCCCCCC)NC1=NC(=NC(=N1)Cl)Cl